CN1C(=NN=C1)C[C@@H](C)C=1C=C(C=CC1)NC(=O)C1=CC(=NN1)C(F)(F)F (R)-N-(3-(1-(4-Methyl-4H-1,2,4-triazol-3-yl)propan-2-yl)phenyl)-3-(trifluoromethyl)-1H-pyrazole-5-carboxamide